FC(C(=O)O)(F)F.FC(C(=O)O)(F)F.ClC1=CNC2=NC=C(C=C21)CNC([C@H](C)NC(=O)[C@@H]2NC[C@H](C2)CC2=CC=C(C=C2)C2CCC2)=O (2R,4S)-N-((S)-1-(((3-Chloro-1H-pyrrolo[2,3-b]pyridin-5-yl)methyl)amino)-1-oxopropan-2-yl)-4-(4-cyclobutylbenzyl)pyrrolidine-2-carboxamide Di-trifluoroacetate salt